[N+](=O)([O-])C1=CC=C(C[C@H](N)C(=O)O)C=C1 para-nitrophenylalanine